ClC1=NC(=CC(=C1[N+](=O)[O-])N)Cl 2,6-dichloro-3-nitro-4-aminopyridine